N2-Methyl-L-Arginine CN[C@@H](CCCNC(N)=N)C(=O)O